S(=O)(=O)(O)O.COC1=C(C=CC(=C1)N1CCN(CC1)C)NC1=NC=2N(C(C(=NC2C=N1)C1=CC=CC=C1)=O)C=1C=C(C=CC1)NC(C=C)=O N-(3-(2-((2-methoxy-4-(4-methyl-1-piperazinyl)phenyl)amino)-7-oxo-6-phenyl-8(7H)-pteridinyl)phenyl)acrylamide sulfate